2-(2-(1-(Cyclopropylsulfonyl)-1H-pyrazol-4-yl)pyrimidin-4-yl)-N4-((1s,4s)-4-fluorocyclohexyl)-5-(5-((1-methylpiperidin-4-yl)oxy)pyrazin-2-yl)pyridine-2,4-diamine C1(CC1)S(=O)(=O)N1N=CC(=C1)C1=NC=CC(=N1)C1(NC=C(C(=C1)NC1CCC(CC1)F)C1=NC=C(N=C1)OC1CCN(CC1)C)N